COC(COC1=CC=C(C=C1)C(C1=CC=CC=C1)=O)=O (4-benzoylphenoxy)-acetic acid methyl ester